ClC1=NC(=CC(=C1C(=O)NC=1SC=2N=C(N=CC2N1)OCC(C)(C)O)C1=CC=NC=C1OC)C chloro-N-[5-(2-hydroxy-2-methylpropoxy)-[1,3]thiazolo[5,4-d]pyrimidin-2-yl]-5'-methoxy-6-methyl-[4,4'-bipyridine]-3-carboxamide